tert.-butyldimethylsilyl chloride C(C)(C)(C)[Si](C)(C)Cl